2-(2,4,5-trimethylcyclohex-2-en-1-yl)ethan-1-ol CC=1C(CC(C(C1)C)C)CCO